normal hexyl-3-methylimidazole hexafluorophosphate F[P-](F)(F)(F)(F)F.C(CCCCC)C1=NC=CN1C